C(C)(C)N1C([C@H](OC2(C1)CCN(CC2)CC2=CC=C(C#N)C=C2)C)=O (R)-4-((4-Isopropyl-2-methyl-3-oxo-1-oxa-4,9-diazaspiro[5.5]undecan-9-yl)methyl)benzonitril